[3-(5-chloro-1,3-benzothiazol-2-yl)oxetan-3-yl]methanamine ClC=1C=CC2=C(N=C(S2)C2(COC2)CN)C1